(E)-2,4-dioxo-1,2,3,4-tetrahydro-pyrimidine-5-carboxylic acid ethyl ester C(C)OC(=O)C=1C(NC(NC1)=O)=O